ClC1=C(C(=CC=C1Cl)OC)C1=CC=2N(C=C1)C=C(N2)C(C)(O)C2CCN(CC2)C(=O)OC(C)(C)C tert-Butyl 4-(1-(7-(2,3-dichloro-6-methoxyphenyl)imidazo[1,2-a]pyridin-2-yl)-1-hydroxyethyl)piperidine-1-carboxylate